2-(dimethylaminopropyl)-ethylcarbodiimide hydrochloride Cl.CN(C)CCCCCN=C=N